(R)-1-[(R)-7-(4-fluorobenzoyl)-8-methyl-3-(3-methyl-1,2,4-thiadiazole-5-yl)-5,6,7,8-tetrahydroimidazo[1,5-a]pyrazin-1-yl]-5-oxopyrrolidin-3-yl acetate C(C)(=O)O[C@H]1CN(C(C1)=O)C=1N=C(N2C1[C@H](N(CC2)C(C2=CC=C(C=C2)F)=O)C)C2=NC(=NS2)C